CC(C[C@H](NC([C@H](CC1=CC=CC=C1)NC(=O)C1=NC=CN=C1)=O)B(O)O)C [(1R)-3-methyl-1-[[(2S)-3-phenyl-2-(pyrazine-2-carbonylamino)propanoyl]-amino]butyl]boronic acid